C(C1=CC=CC=C1)OCCC1=CC(=C2C(N(C(C2=C1)=O)C1C(NC(CC1)=O)=O)=O)[N+](=O)[O-] 6-(2-(benzyloxy)ethyl)-2-(2,6-dioxopiperidin-3-yl)-4-nitroisoindoline-1,3-dione